N1C[C@@H](CC1)OCCCCC1NC2=NC=CC=C2CC1 2-(4-(((R)-pyrrolidin-3-yl)oxy)butyl)-1,2,3,4-tetrahydro-1,8-naphthyridine